6-(1-bromoethyl)-2,2-dimethyl-1,3-dioxin-4-one BrC(C)C1=CC(OC(O1)(C)C)=O